7,7-difluoro-5-azaspiro[3.4]octane-6,8-dione FC1(C(NC2(CCC2)C1=O)=O)F